OC1=C(C(=CC(=C1)CC=C)OC)O hydroxyeugenol